3-(6-methoxypyridin-3-yl)-5-(3-methyl-1-(piperidin-4-yl)-1H-pyrazol-4-yl)-1-tosyl-1H-pyrrolo[2,3-b]pyridine COC1=CC=C(C=N1)C1=CN(C2=NC=C(C=C21)C=2C(=NN(C2)C2CCNCC2)C)S(=O)(=O)C2=CC=C(C)C=C2